cis-6,7-epoxy-9Z-heptadecene CCCCCCC/C=C\CC1C(O1)CCCCC